(R)-N'-((1,2,3,5,6,7-hexahydro-s-indacen-4-yl)carbamoyl)-6-methoxy-4,5,6,7-tetrahydrobenzo[c]thiophene-1-sulfonimidamide C1CCC2=C(C=3CCCC3C=C12)NC(=O)N=S(=O)(N)C=1SC=C2C1C[C@@H](CC2)OC